7-{3-[(2-ethoxyethyl)carbamoyl]azetidin-1-yl}-5-methyl-1-[3-(6-methylpyridin-3-yl)-1,2,4-thiadiazole-5-Yl]-4-oxo-1,4-dihydro-1,8-naphthyridine-3-carboxylic acid C(C)OCCNC(=O)C1CN(C1)C1=CC(=C2C(C(=CN(C2=N1)C1=NC(=NS1)C=1C=NC(=CC1)C)C(=O)O)=O)C